8-(1-Benzyl-1H-pyrazol-4-yl)-6-chloro-9-ethyl-1-methyl-9H-pyrido[3,4-b]indole C(C1=CC=CC=C1)N1N=CC(=C1)C=1C=C(C=C2C3=C(N(C12)CC)C(=NC=C3)C)Cl